2-fluoro-N-(2-carbonyl-1,2-dihydropyridin-4-yl)-4-(trifluoromethyl)benzamide FC1=C(C(=O)NC2=CC(NC=C2)=C=O)C=CC(=C1)C(F)(F)F